C(CCC)P(CCCC)(CCCC)=CC#N (tributyl-λ5-phosphanylidene)-acetonitrile